7-[1-(1-Cyano-4-piperidyl)-5-methyl-triazol-4-yl]-5-[3-methyl-1-(2-pyridyl)butoxy]imidazo[1,2-a]pyridine-3-carbonitrile C(#N)N1CCC(CC1)N1N=NC(=C1C)C1=CC=2N(C(=C1)OC(CC(C)C)C1=NC=CC=C1)C(=CN2)C#N